COC(C1=C(N=C(C=C1C(=C)OCC)Br)OC(F)F)=O 6-bromo-2-(difluoromethoxy)-4-(1-ethoxyvinyl)nicotinic acid methyl ester